C(C)N1CC2=CC(=C(C=C2CC1)OC)NC=1N=NC(=C(N1)NC1=C(C=CC=C1)F)C(=O)N ((2-ethyl-6-methoxy-1,2,3,4-tetrahydroisoquinolin-7-yl)amino)-5-((2-fluorophenyl)amino)-1,2,4-triazine-6-carboxamide